5β-cholestane-3α,7α,12α,25-tetrol CC(C)(CCC[C@@H](C)[C@H]1CC[C@H]2[C@@H]3[C@@H](C[C@@H]4C[C@@H](CC[C@]4(C)[C@H]3C[C@@H]([C@]12C)O)O)O)O